glycyl-phenylalanyl-amino-fluorocoumarin NCC(=O)N[C@@H](CC1=CC=CC=C1)C(=O)C1=C2C(=C(C(OC2=CC=C1)=O)F)N